(7-(2-chloro-5-fluorophenyl)-2,9-dioxo-1,2,3,7,8,9-hexahydro-[1,4]oxazino[3,2-e]isoindol-6-yl)-3-fluoro-5-(trifluoromethyl)benzamide ClC1=C(C=C(C=C1)F)C1NC(C2=C3C(=CC(=C12)C1=C(C(=O)N)C=C(C=C1F)C(F)(F)F)OCC(N3)=O)=O